methyl 6'-(tert-butylsulfinyl)-5',6'-dihydrospiro[oxetane-3,7'-pyrrolo[3,4-b]pyridine]-2'-carboxylate C(C)(C)(C)S(=O)N1C2(C3=NC(=CC=C3C1)C(=O)OC)COC2